Br\C(=C/C1=CC=CC=C1)\CBr (Z)-(2,3-dibromoprop-1-en-1-yl)benzene